lignoceroyl-CoA C(CCCCCCCCCCCCCCCCCCCCCCC)(=O)SCCNC(CCNC([C@@H](C(COP(OP(OC[C@@H]1[C@H]([C@H]([C@@H](O1)N1C=NC=2C(N)=NC=NC12)O)OP(=O)(O)O)(=O)O)(=O)O)(C)C)O)=O)=O